CC(CC(=O)O)C.CC(C(=O)O)CC 2-methylbutyric acid, 3-methylbutyric acid salt